6-(1H-pyrazol-3-yl)-4-(7H-pyrrolo[2,3-d]pyrimidin-4-yl)-3,4-dihydro-2H-1,4-thiazine N1N=C(C=C1)C1=CN(CCS1)C=1C2=C(N=CN1)NC=C2